ammonium n-octanol phosphate P(=O)([O-])([O-])OCCCCCCCC.[NH4+].[NH4+]